COC=1C=C(CN(C2=CC(=NC=C2)CN2CCN(CC2)C)CC2=CC(=CC=C2)N2CCN(CC2)C)C=CC1 N-(3-methoxybenzyl)-N-(3-(4-methylpiperazin-1-yl)benzyl)-2-((4-methylpiperazin-1-yl)methyl)pyridin-4-amine